C(#N)C1=CC=C(C=C1)CC(C(C)C)=O 1-(4-cyanophenyl)-3-methyl-butan-2-one